FC=1C(=NC(=NC1)N1CCN(CC1)C(=O)N1N=CC[C@H]1C=1C=NC=C(C#N)C1)C(=O)N1CC(C1)OC (S)-5-(1-(4-(5-fluoro-4-(3-methoxyazetidine-1-carbonyl)pyrimidin-2-yl)piperazine-1-carbonyl)-4,5-dihydro-1H-pyrazol-5-yl)nicotinonitrile